(6-[[(benzyloxy)carbonyl]amino]-5,6,7,8-tetrahydroquinolin-2-yl)piperazine-1-carboxylic acid tert-butyl ester C(C)(C)(C)OC(=O)N1C(CNCC1)C1=NC=2CCC(CC2C=C1)NC(=O)OCC1=CC=CC=C1